1,1-dimethoxycyclohexane COC1(CCCCC1)OC